lithium bisoxalate boron [B+3].C(C(=O)[O-])(=O)[O-].C(C(=O)[O-])(=O)[O-].[Li+]